FC1=C(C#N)C=C(C=C1)CC=1C(=C2C=CN(C2=C(C1F)F)[Si](C(C)C)(C(C)C)C(C)C)F 2-fluoro-5-((4,6,7-trifluoro-1-(triisopropylsilyl)-1H-indol-5-yl)methyl)benzonitrile